N1N=NC2=C1C=CC(=C2)CNC(=O)C2C1CN(C(C2)C1)C(=O)OCC1=CC(=CC(=C1)C(F)(F)F)C(F)(F)F 3,5-bis(trifluoromethyl)benzyl 5-(((1H-benzo[d][1,2,3]triazol-5-yl)methyl)carbamoyl)-2-azabicyclo[2.2.1]heptane-2-carboxylate